1,4-bis-[4-(3-acryloxypropyloxy)benzoyloxy]-2-methylbenzene C(C=C)(=O)OCCCOC1=CC=C(C(=O)OC2=C(C=C(C=C2)OC(C2=CC=C(C=C2)OCCCOC(C=C)=O)=O)C)C=C1